(2S)-2-[[2-[(1,1-dioxo-2H-thiochromen-6-yl)amino]-5-(1H-1,2,4-triazol-5-yl)pyrimidin-4-yl]amino]-2-phenyl-ethanol O=S1(CC=CC2=CC(=CC=C12)NC1=NC=C(C(=N1)N[C@H](CO)C1=CC=CC=C1)C1=NC=NN1)=O